ClC1=NC2=CC=CC=C2C(=N1)N1[C@@H](CCC1)C(=O)N (S)-1-(2-chloroquinazolin-4-yl)pyrrolidine-2-carboxamide